5-amino-N-(2-methylpropyl)-N-((5-(trifluoromethyl)-2-pyridinyl)methyl)benzo[c][2,6]naphthyridine-9-carboxamide NC1=NC2=C(C3=CN=CC=C13)C=C(C=C2)C(=O)N(CC2=NC=C(C=C2)C(F)(F)F)CC(C)C